6-(3-methylpiperazin-1-yl)pyrido[3,4-d]pyrimidin-4-amine CC1CN(CCN1)C1=CC2=C(N=CN=C2N)C=N1